FC1C(C(C(C1)(F)F)(F)F)(F)F heptafluorocyclopentane